C(C)(C)(C)OC(=O)N1C[C@@H](N(CC1)C(=O)C=1NC2=CC(=C(C=C2C1)F)F)C (S)-4-(5,6-difluoro-1H-indole-2-carbonyl)-3-methylpiperazine-1-carboxylic acid tert-butyl ester